2-chloroethyl-(diethoxymethoxysilane) ClCC[SiH2]OC(OCC)OCC